ClC=1C=C(C=2N(N1)C(=CN2)I)N2[C@@H](COCC2)C (R)-4-(6-chloro-3-iodoimidazo[1,2-b]pyridazin-8-yl)-3-methylmorpholine